Cl[Si](O[Si](O[Si](Cl)(C)C)(C)C)(C)C 1,5-Dichlorohexamethyltrisiloxan